C(C)(C)(C)OC(=O)N1[C@H](CC1)CO (R)-2-Hydroxymethyl-azetidine-1-carboxylic acid tert-butyl ester